FC=1C(=C(C#N)C=CC1)OC1=C2CCC(C2=C(C=C1)SC(F)(F)F)=O fluoro-2-((1-oxo-7-(trifluoromethylthio)-2,3-dihydro-1H-inden-4-yl)oxy)benzonitrile